C(C)(C)(C)[Si](C)(C)OC(C)C1=NC=CN=C1C=1N=NC(=CC1)OC tert-butyl-[1-[3-(6-methoxypyridazin-3-yl)pyrazin-2-yl]ethoxy]-dimethyl-silane